N[C@H]1C2N(CC1CC2)C(=O)C=2C=C(C=1N(C2)N=C(C1C)C=1N(C2=CC(=CC=C2C1)C1CC1)CC1CC1)OC ((7R)-7-Amino-2-azabicyclo[2.2.1]heptan-2-yl)(2-(6-cyclopropyl-1-(cyclopropylmethyl)-1H-indol-2-yl)-4-methoxy-3-methylpyrazolo[1,5-a]pyridin-6-yl)methanone